[C@H]1([C@H](C([C@H]([C@@H](C1O)O)O)OP(=O)(O)O)O)O The molecule is an inositol having myo- configuration substituted at position 5 by a phosphate group. It derives from a myo-inositol. It is a conjugate acid of a 1D-myo-inositol 5-phosphate(2-).